CC1=NOC(=C1C=1C=C(C=C(C1)F)O)C 3-(3,5-Dimethylisoxazol-4-yl)-5-fluorophenol